CC1(CCN(CC1)C1=C(C=CC=C1)NS(=O)(=O)C=1SC(=CN1)S(=O)(=O)N(C)C)C N2-[2-(4,4-dimethyl-1-piperidyl)phenyl]-N5,N5-dimethylthiazole-2,5-disulfonamide